4-(1-(3,5-difluorophenyl)-2-hydroxyethyl)-1-phenyl-2-((2-(trimethylsilyl)ethoxy)methyl)-1,2,4-triazolidine-3,5-dione FC=1C=C(C=C(C1)F)C(CO)N1C(N(N(C1=O)C1=CC=CC=C1)COCC[Si](C)(C)C)=O